CC=1OC(=CC1C(=O)NC1=NC(=NS1)CN1CCCC1)C1=CC(=CC=C1)C(F)(F)F 2-Methyl-N-(3-(pyrrolidin-1-ylmethyl)-1,2,4-thiadiazol-5-yl)-5-(3-(trifluoromethyl)phenyl)furan-3-carboxamide